C(CCCCCCCCCCC)(=O)N(C)CC(=O)O.[Na] Sodium lauroyl-sarcosin